C(C)C1=CC(OC2=CC(=C(C=C12)CC)N(C)C)=O 4,6-diethyl-7-dimethylaminocoumarin